(R or S)-1-((3-(ethoxymethyl)-1-(2-(6-methylpyridin-3-yl)propan-2-yl)pyrrolidin-3-yl)methyl)-3-ethyl-5-fluoro-1,3-dihydro-2H-benzo[d]imidazol-2-one citrate C(CC(O)(C(=O)O)CC(=O)O)(=O)O.C(C)OC[C@]1(CN(CC1)C(C)(C)C=1C=NC(=CC1)C)CN1C(N(C2=C1C=CC(=C2)F)CC)=O |o1:17|